4-(trifluoromethoxy)phenyl (5R)-3,3-difluoro-5-(2-oxopyrrolidin-1-yl)piperidine-1-carboxylate FC1(CN(C[C@@H](C1)N1C(CCC1)=O)C(=O)OC1=CC=C(C=C1)OC(F)(F)F)F